BrC=1C=CC(=C(C1)C=1N(C(C(=C(N1)C(=O)NC=1C=NOC1)O)=O)C)OCCO 2-(5-bromo-2-(2-hydroxyethoxy)phenyl)-5-hydroxy-N-(isoxazol-4-yl)-1-methyl-6-oxo-1,6-dihydropyrimidine-4-carboxamide